O1C(NC2=C1C=CC(=C2)NC2=NC(=NC=C2C)NC=2C=CC(=NC2)N2[C@@H]1CO[C@H](C2)C1)=O N4-(benzoxazolin-2-on-5-yl)-N2-[2-((1S,4S)-2-oxa-5-azabicyclo[2.2.1]heptan-5-yl)pyridin-5-yl]-5-methylpyrimidine-2,4-diamine